C(OC1CC(C1)C1=CC=CC2=C1N=CS2)(OC2=CC=C(C=C2)[N+](=O)[O-])=O (1s,3s)-3-(benzo[d]thiazol-4-yl)cyclobutyl (4-nitrophenyl) carbonate